ethyl 2-t-butoxycarbonylamino-4-chlorobutyrate C(C)(C)(C)OC(=O)NC(C(=O)OCC)CCCl